5-(8-((1R,5S)-3-azabicyclo[3.2.0]heptan-3-yl)imidazo[1,2-b]pyridazin-6-yl)pyrimidine-2,4(1H,3H)-dione [C@@H]12CN(C[C@H]2CC1)C=1C=2N(N=C(C1)C=1C(NC(NC1)=O)=O)C=CN2